C(C(=C)C)(=O)OCC[N+](C)(C)C (2-Methacryloyloxyethyl)trimethylammonium